5-(Azidomethyl)-1,2,3-trimethoxybenzene N(=[N+]=[N-])CC=1C=C(C(=C(C1)OC)OC)OC